CCCC(CCCC)=O delta-octanone